C(C1=CC=CC=C1)[C@@H]1N(C(SC1)=S)C(C[C@@H]1CN(CC1)C(=O)OC(C)(C)C)=O tert-Butyl (3R)-3-[2-[(4S)-4-benzyl-2-thioxo-thiazolidin-3-yl]-2-oxo-ethyl]pyrrolidine-1-carboxylate